2-(((3r,4s)-4-(4-(cyanomethyl)phenoxy)-3-hydroxy-3-(hydroxymethyl)pyrrolidin-1-yl)sulfonyl)-5-(trifluoromethyl)benzonitrile C(#N)CC1=CC=C(O[C@@H]2[C@@](CN(C2)S(=O)(=O)C2=C(C#N)C=C(C=C2)C(F)(F)F)(CO)O)C=C1